2-imino-2H-pyran-3-carboxamide N=C1OC=CC=C1C(=O)N